4-methyl-2-(tetrahydropyran-2-yl)-5-(2-oxopropyl)pyridazin-3-one CC=1C(N(N=CC1CC(C)=O)C1OCCCC1)=O